FC=1C=C(C=C2C(=C(C=NC12)C1(CCOCC1)O)C(C)C)B1OC(C(O1)(C)C)(C)C 4-(8-fluoro-4-isopropyl-6-(4,4,5,5-tetramethyl-1,3,2-dioxaborolan-2-yl)quinolin-3-yl)tetrahydro-2H-pyran-4-ol